CN1C(=NC=C1C1=C(C=NC=C1)N)C 4-(1,2-dimethyl-1H-imidazol-5-yl)pyridin-3-amine